C(C)C1=NN2C(C=C(C=C2C)N2CC3(C2)CN(C3)C(=O)C3COCC3O)=C1N(C=1SC(=C(N1)C1=CC=C(C=C1)F)C#N)C 2-((2-ethyl-5-(6-(4-hydroxytetrahydrofuran-3-carbonyl)-2,6-diazaspiro[3.3]heptan-2-yl)-7-methylpyrazolo[1,5-a]pyridin-3-yl)(methyl)amino)-4-(4-fluorophenyl)thiazole-5-carbonitrile